C1(CC1)S(=O)(=O)CCC(C(F)(F)F)C=1C=CC(=NC1)N1N=CC(=C1)C1=C2C(=NC=C1)NC=N2 7-(1-(5-(4-(cyclopropylsulfonyl)-1,1,1-trifluorobutan-2-yl)pyridin-2-yl)-1H-pyrazol-4-yl)-3H-imidazo[4,5-b]pyridine